CN(C)CC=1C(=CC=2C3=C(N(C2C1)C)C(N(N=C3)CC3=C(C=CC=C3)F)=O)F 7-((dimethylamino)methyl)-8-fluoro-3-(2-fluorobenzyl)-5-methyl-3,5-dihydro-4H-pyridazino[4,5-b]indol-4-one